1-(2-((2-ethyl-6-(1-(methylsulfonyl)piperidin-4-yl)imidazo[1,2-a]pyridin-3-yl)(methyl)amino)-4-(4-fluorophenyl)thiazol-5-yl)-2,2,2-trifluoroethanone C(C)C=1N=C2N(C=C(C=C2)C2CCN(CC2)S(=O)(=O)C)C1N(C=1SC(=C(N1)C1=CC=C(C=C1)F)C(C(F)(F)F)=O)C